C1(=C(C=CC=C1)C1=C(C(=NN=N1)C1=C(C2=C(SC3=C2C=CC=C3)C=C1)C1=CC=CC=C1)C1=C(C=CC=C1)C1=CC=CC=C1)C1=CC=CC=C1 [di(biphenylyl)triazinyl]phenyl-Dibenzothiophene